C(C)OC(=O)C=1OC2=C(C1C)C=C(C=C2)S(=O)(=O)Cl 5-(chlorosulfonyl)-3-methylbenzofuran-2-carboxylic acid ethyl ester